ethyl 18-hydroxy-9,10-dihydroxyoctadecanoate OCCCCCCCCC(C(CCCCCCCC(=O)OCC)O)O